tert-butyl 7,7-difluoro-2-azaspiro[4.4]nonane-2-carboxylate FC1(CC2(CCN(C2)C(=O)OC(C)(C)C)CC1)F